[W]=O.[Co].[Ni] nickel-cobalt-tungsten oxide